5-((5-Azaspiro[2.4]heptan-5-yl)methyl)-2-(3-(3-((4-methyl-4H-1,2,4-triazol-3-yl)methyl)oxetan-3-yl)phenyl)-7-(trifluoromethyl)-1H-benzo[d]imidazole C1CC12CN(CC2)CC2=CC1=C(NC(=N1)C1=CC(=CC=C1)C1(COC1)CC1=NN=CN1C)C(=C2)C(F)(F)F